3-amino-6-(5-(3-amino-1,1,1-trifluoro-2-hydroxy-3-oxopropan-2-yl)-2-methylphenyl)-N-(4-cyanobicyclo[2.1.1]hexan-1-yl)pyrazine-2-carboxamide trifluoroacetate FC(C(=O)O)(F)F.NC=1C(=NC(=CN1)C1=C(C=CC(=C1)C(C(F)(F)F)(C(=O)N)O)C)C(=O)NC12CCC(C1)(C2)C#N